CC=1C(=CSC1)C1=CC(OC2=CC(=CC=C12)O[C@@H](C(=O)N1C[C@H](CCC1)C(=O)O)C)=O (3S)-1-[(2R)-2-[4-(4-methyl-3-thienyl)-2-oxo-chromen-7-yl]oxypropanoyl]piperidine-3-carboxylic acid